thieno[2,3-b]pyridine-2-carboxylate S1C(=CC=2C1=NC=CC2)C(=O)[O-]